COCCN1CCN(CC1)C1=CC(=NC=C1)NC=1SC2=NC(=CC=C2N1)C=1C=NC=NC1 N-(4-(4-(2-methoxyethyl)piperazin-1-yl)pyridin-2-yl)-5-(pyrimidin-5-yl)thiazolo[5,4-b]pyridin-2-amine